ClC1=C(C=C(C=C1F)N1N=C2C=NC(=CC2=C1)N1CCN(CC1)S(=O)(=O)C)O 2-Chloro-3-fluoro-5-(5-(4-(methylsulfonyl)piperazin-1-yl)-2H-pyrazolo[3,4-c]pyridine-2-yl)phenol